FC1=C(C=C(C2=CC=CC=C12)O)NC(OC(C)(C)C)=O tert-butyl N-(1-fluoro-4-hydroxynaphthalen-2-yl)carbamate